ClC=1SC(=CN1)CN1C=CC=C2C1=NC(N(C2=O)C2=C(C=CC=C2)OC)=O 8-((2-chlorothiazol-5-yl)methyl)-3-(2-methoxyphenyl)pyrido[2,3-d]pyrimidine-2,4(3H,8H)-dione